C(C)(C)(C)OC(NCC=1SC2=C(N1)C=C(C=C2)CC=C)=O ((5-allyl-benzo[d]thiazol-2-yl)methyl)carbamic acid tert-butyl ester